FC1=CC(=C(C=N1)C=1C=NC=2CCN(CC2C1)C1=NC=NC2=CC=C(C=C12)C)C 4-(3-(6-fluoro-4-methylpyridin-3-yl)-7,8-dihydro-1,6-naphthyridin-6(5H)-yl)-6-methylquinazoline